3-(2-chloro-3-nitrophenyl)-1H-1,2,4-triazole ClC1=C(C=CC=C1[N+](=O)[O-])C1=NNC=N1